benzhydryl-(cyclopentadienyl)(2,7-di-t-butylfluorenyl)hafnium dichloride [Cl-].[Cl-].C(C1=CC=CC=C1)(C1=CC=CC=C1)[Hf+2](C1=C(C=CC=2C3=CC=C(C=C3CC12)C(C)(C)C)C(C)(C)C)C1C=CC=C1